FC(C1=CC2=C(C(CO2)N)C=C1)(F)F 6-(Trifluoromethyl)-2,3-Dihydrobenzofuran-3-amine